C(C)C(COC(=O)C1=CC=C(NC2=NC(=NC(=N2)NC2=CC=C(C=C2)C(=O)OCC(CCCC)CC)NC2=CC=C(C=C2)C(=O)OCC(CCCC)CC)C=C1)CCCC tris[4-(2-ethylhexyloxycarbonyl)anilino]-1,3,5-triazine